N-(3-(5-(((2S,4R)-1-propenoyl-4-methoxypyrrolidin-2-yl)methoxy)-6-aminopyrimidin-4-yl)-5-fluoro-2-methylphenyl)-4-cyclopropyl-2-fluorobenzamide C(C=C)(=O)N1[C@@H](C[C@H](C1)OC)COC=1C(=NC=NC1N)C=1C(=C(C=C(C1)F)NC(C1=C(C=C(C=C1)C1CC1)F)=O)C